4-bromo-2-fluoro-1-methanesulfonyl-benzene BrC1=CC(=C(C=C1)S(=O)(=O)C)F